C1(CCCC1)S(=O)(=O)C=1C=C(C(=O)N2CC3(C4=CC(=CC=C24)NS(=O)(=O)CCO)CCC2(CC3)CC2)C=CC1 N-(1''-(3-(cyclopentylsulfonyl)benzoyl)dispiro[cyclopropane-1,1'-cyclohexane-4',3''-indolin]-5''-yl)-2-hydroxyethane-1-sulfonamide